ammonium 2-methyl-2-[(1-oxo-2-propenyl) amino]-1-propanesulfonate CC(CS(=O)(=O)[O-])(C)NC(C=C)=O.[NH4+]